C(#N)C(C)(C)C=1C=CC(=C(CC(C(=O)OCC)C(C)=O)C1)OC ethyl 2-(5-(2-cyanoprop-2-yl)-2-methoxybenzyl)-3-oxobutanoate